C(C=C)(=O)N1[C@H](CN(CC1)C1=NC(N2C3=C(C(=C(C=C13)Cl)C1=C(C=C(C=C1)F)F)SCC2)=O)CC#N 2-((2S)-1-acryloyl-4-(9-chloro-10-(2,4-difluorophenyl)-5-oxo-2,3-dihydro-5H-[1,4]thiazino[2,3,4-ij]quinazolin-7-yl)piperazin-2-yl)acetonitrile